FC(C(=O)O)(F)F.C(C)(C)(C)OC([C@H](NC([C@@H](N)C)=O)CCC(=O)OC(C)(C)C)=O alanyl-D-glutamic acid di-tert-butyl ester trifluoroacetate